BrC=1N(C=C(N1)C(=O)OC)COCC[Si](C)(C)C methyl 2-bromo-1-(2-trimethylsilylethoxymethyl)imidazole-4-carboxylate